C1(CCCCC1)N(CCC(C1=NC=CC(=C1)NS(=O)(=O)C1CC1)NC(=O)C=1SC(=CN1)C1=NC(=CN=C1)OCC)C N-(3-(cyclohexyl(methyl)amino)-1-(4-(cyclopropanesulfonamido)pyridin-2-yl)propyl)-5-(6-ethoxypyrazin-2-yl)thiazole-2-carboxamide